OC1=C(C(=CC(=C1)O)O[C@@H]1O[C@@H]([C@@H]([C@@H]([C@@H]1O)O)O)CO)C(\C=C/C1=CC=C(C=C1)O)=O (Z)-1-[2,4-Dihydroxy-6-[(2S,3S,4S,5R,6R)-3,4,5-trihydroxy-6-(hydroxymethyl)oxan-2-yl]oxyphenyl]-3-(4-hydroxyphenyl)prop-2-en-1-one